N-(4,4-Dimethyl-pentyl)-2-methoxy-4-methyl-6-[(3R)-3-methyl-morpholin-4-yl]-pyridine-3-carboxylic acid amide CC(CCCNC(=O)C=1C(=NC(=CC1C)N1[C@@H](COCC1)C)OC)(C)C